CN1CCN(CC1)C=1C=CC(=NC1)NC=1C=CC(=C2CNC(C12)=O)C1=CC(=NC=C1)C1CCOCC1 7-[[5-(4-methylpiperazin-1-yl)-2-pyridyl]amino]-4-(2-tetrahydropyran-4-yl-4-pyridyl)isoindolin-1-one